CN1C(N(C2=C1C(=CC=C2)C#CCN2CCNCC2)C2C(NC(CC2)=O)=O)=O 3-[3-methyl-2-oxo-4-(3-piperazin-1-ylprop-1-ynyl)benzoimidazol-1-yl]piperidine-2,6-dione